OC12C[C@H]3C([C@H](CC(C1)C3)C2)C=2C3=C(B(N(N2)C(C)C)O)C=NC2=C3C=CN2 1-((1R,2r,3S,5s,7s)-5-hydroxyadamantan-2-yl)-3-isopropyl-3,7-dihydro-4H-pyrrolo[3',2':5,6]pyrido[3,4-d][1,2,3]diazaborinin-4-ol